[Si](C)(C)(C(C)(C)C)OCC#CC1=CC=CC=2C(N([C@H]3C=4N([C@@H](C21)C3)C3=C(N4)C=CC(=C3)OC(F)F)C([2H])([2H])[2H])=O (7R,14R)-1-(3-((tert-butyldimethylsilyl)oxy)prop-1-yn-1-yl)-11-(difluoromethoxy)-6-(methyl-d3)-6,7-dihydro-7,14-methanobenzo[f]benzo[4,5]imidazo[1,2-a][1,4]diazocin-5(14H)-one